N(C(=O)N)CCC[Si](OCCCCCC)(OCCCCCC)OCCCCCC ureidopropyl-trihexyloxysilane